CON=C1C2=C(NC=N1)N(C=C2)[C@@H]2O[C@@H]([C@@]([C@H]2O)(C)O)[C@H](O)C2=CC(=C(C=C2)Cl)Cl 7-((2R,3R,4S,5R)-5-((R)-(3,4-dichlorophenyl)(hydroxy)methyl)-3,4-dihydroxy-4-methyltetrahydrofuran-2-yl)-1H-pyrrolo[2,3-d]pyrimidin-4(7H)-one O-methyl oxime